8-(2-chloro-4-methoxyphenyl)-2-({5-fluoro-1H-imidazo[4,5-b]pyridin-2-yl}methyl)imidazo[1,2-a]pyridine ClC1=C(C=CC(=C1)OC)C=1C=2N(C=CC1)C=C(N2)CC=2NC=1C(=NC(=CC1)F)N2